C(CCC)[Sn](CO)(CCCC)CCCC 1-tributylstannylmethanol